5-(3-(6-((4-(2-(2,6-Dioxopiperidin-3-yl)-1-oxoisoindolin-4-yl)but-3-yn-1-yl)carbamoyl)pyridin-3-yl)isoquinolin-8-yl)-N-methyl-1H-indole-3-carboxamide O=C1NC(CCC1N1C(C2=CC=CC(=C2C1)C#CCCNC(=O)C1=CC=C(C=N1)C=1N=CC2=C(C=CC=C2C1)C=1C=C2C(=CNC2=CC1)C(=O)NC)=O)=O